FC(S(=O)(=O)OC1=C(C(=CC=C1)F)C1CC1)(F)F 2-cyclopropyl-3-fluorophenyl trifluoromethanesulfonate